[2-[[(1S)-2-[(1S,2S)-2-(4-fluoro-2,6-dimethyl-phenyl)-1-methyl-propoxy]-1-methyl-2-oxo-ethyl]carbamoyl]-4-methoxy-3-pyridyl] 2-methylpropanoate CC(C(=O)OC=1C(=NC=CC1OC)C(N[C@H](C(=O)O[C@H]([C@@H](C)C1=C(C=C(C=C1C)F)C)C)C)=O)C